C(CCCCCCC)(=O)O Caprylic Acid